6-bromo-3-iodo-5-methylpyridin-2-amine BrC1=C(C=C(C(=N1)N)I)C